tert-Butyl 4-hydroxy-3-(tosyloxy)piperidine-1-carboxylate OC1C(CN(CC1)C(=O)OC(C)(C)C)OS(=O)(=O)C1=CC=C(C)C=C1